2-(1-methylpiperidin-4-yl)thiazole CN1CCC(CC1)C=1SC=CN1